tert-butyl-(7,8-dichloro-2-(1H-pyrazol-3-yl)quinolin-4-yl)glycine C(C)(C)(C)N(CC(=O)O)C1=CC(=NC2=C(C(=CC=C12)Cl)Cl)C1=NNC=C1